C(C)C1(NC(N(C(C1)=O)[C@@H]1CC2(COC2)OC2=CC=C(C=C12)C(=O)N[C@H]1[C@@H](C(OC2=CC=CC=C12)(C)C)O)=N)CC (R)-4-(4,4-diethyl-2-imino-6-oxotetrahydropyrimidin-1(2H)-yl)-N-((3S,4R)-3-hydroxy-2,2-dimethylchroman-4-yl)spiro[chromane-2,3'-oxetane]-6-carboxamide